1-amino-1-oxopropane-2-carboxamide NC(C(C)C(=O)N)=O